1-((2,2-dimethyl-2,3-dihydro-1H-pyrrolo[2,3-b]pyridin-4-yl)methyl)-5,5-dimethyl-3-(4-((trifluoromethyl)thio)phenyl)imidazolidine-2,4-dione CC1(CC=2C(=NC=CC2CN2C(N(C(C2(C)C)=O)C2=CC=C(C=C2)SC(F)(F)F)=O)N1)C